2-(1H-indazol-7-yl)-2-(piperidin-4-ylidene)acetonitrile dihydrochloride salt Cl.Cl.N1N=CC2=CC=CC(=C12)C(C#N)=C1CCNCC1